2-[4-[4-(2,6-dioxo-3-piperidyl)-2-fluoro-phenyl]piperazin-1-yl]acetic acid O=C1NC(CCC1C1=CC(=C(C=C1)N1CCN(CC1)CC(=O)O)F)=O